CC(C(C(=O)N)N(C)C=O)C 3-methyl-2-(N-formyl-N-methylamino)butanamide